[4-[[2-(4-fluorophenyl)acetyl]amino]phenyl]methyl (4-nitrophenyl) carbonate C(OCC1=CC=C(C=C1)NC(CC1=CC=C(C=C1)F)=O)(OC1=CC=C(C=C1)[N+](=O)[O-])=O